1-[(8S)-8-methoxy-4-methylsulfanyl-5,6,7,8-tetrahydroquinazolin-2-yl]-2-methyl-indole-4-carboxamide CO[C@H]1CCCC=2C(=NC(=NC12)N1C(=CC=2C(=CC=CC12)C(=O)N)C)SC